CC1(CN(CC2=CC(=CC=C12)C1=CC=C(C=C1)C(F)(F)F)CC=1C=NC(=CC1)C)C 4,4-dimethyl-2-((6-methylpyridin-3-yl)methyl)-7-(4-(trifluoromethyl)phenyl)-1,2,3,4-tetrahydroisoquinoline